2,2-bis[4-(2-hydroxy-3-methacryloxypropyl)phenyl]propane OC(CC1=CC=C(C=C1)C(C)(C)C1=CC=C(C=C1)CC(COC(C(=C)C)=O)O)COC(C(=C)C)=O